2-(4-((R)-3-methylmorpholinyl)-2-(1H-pyrrolo[2,3-b]pyridin-4-yl)thieno[3,2-d]pyrimidin-7-yl)-2-methanesulfonyl-acetonitrile C[C@H]1N(CCOC1)C=1C2=C(N=C(N1)C1=C3C(=NC=C1)NC=C3)C(=CS2)C(C#N)S(=O)(=O)C